NC=1C(=NC(=C(N1)F)C1=CC(=C(C=C1)OC)CN(C)C)C=1C=C2CCNC(C2=CC1)=O 6-(3-amino-6-(3-((dimethylamino)methyl)-4-methoxyphenyl)-5-fluoropyrazin-2-yl)-3,4-dihydroisoquinolin-1(2H)-one